C(CC)OC1=CC=2N3C4=C(C=CC=C4SC2C=C1)C(CC3)N3C=NC=C3 10-propoxy-3-imidazol-1-yl-2,3-dihydro-1H-pyrido[3,2,1-kl]phenothiazine